COC(CNC(=O)C1(CC1)N1C(C2=CC=CC=C2C1=O)=O)OC N-(2,2-dimethoxyethyl)-1-(1,3-dioxo-2,3-dihydro-1H-isoindol-2-yl)cyclopropane-1-carboxamide